CN(C)CC#C N,N-dimethylpropargylamine